6-((2,2,2-trifluoroethylamino)methyl)-2-iminooctanoic acid FC(CNCC(CCCC(C(=O)O)=N)CC)(F)F